C(#N)CC(=O)N1C[C@@H]([C@@H](CC1)C)N(C=1C2=C(N=CN1)N(C=C2)C(=O)OCCCCNC(=O)OC(C)(C)C)C 4-(tert-butoxycarbonylamino)butyl 4-[[(3R,4R)-1-(2-cyanoacetyl)-4-methyl-3-piperidyl]-methyl-amino]pyrrolo[2,3-d]pyrimidine-7-carboxylate